COC(=O)C=1OC(=NN1)CC1=CC=C(C=C1)C(F)(F)F 5-(4-trifluoromethylbenzyl)-1,3,4-oxadiazole-2-carboxylic acid methyl ester